C(C=C)(=O)N1C[C@H](O[C@H](C1)C(F)F)C1=CC(=NC(=C1)Cl)C1=CC(=NC=N1)C(=O)NC 6-(4-((2R,6R)-4-acryloyl-6-(difluoromethyl)morpholin-2-yl)-6-chloropyridin-2-yl)-N-methylpyrimidine-4-carboxamide